FC(N1N=CC(=C1)[C@@H]1[C@H](C1)C1OC(C(O1)(C)C)(C)C)F 1-(difluoromethyl)-4-[(1S,2S)-2-(4,4,5,5-tetramethyl-1,3-dioxolan-2-yl)cyclopropyl]pyrazole